ClC=1C=C(C=CC1Cl)NC(=O)N1[C@@H]2CC3=C(C(=NC=C3)NC(OC(C)(C)C)=O)[C@H]1CC2 tert-butyl ((6S,9R)-10-((3,4-dichlorophenyl)carbamoyl)-6,7,8,9-tetrahydro-5H-6,9-epimino-cyclohepta[c]pyridin-1-yl)carbamate